N-tert-butylpyrido[3,4-d]pyridin-4-amine C(C)(C)(C)NC1=CN=CC2=CC=NC=C21